FC(OC=1C(=NC=C(C1)C=1N=C(N(C1)C12CC(C1)(C2)N2CCOCC2)CC(C)(C)C)N)F 3-(difluoromethoxy)-5-(1-(3-morpholino-bicyclo[1.1.1]pentan-1-yl)-2-neopentyl-1H-imidazol-4-yl)pyridin-2-amine